tert-butyl 3-(3-fluorophenyl)-2,5-dihydro-1H-pyrrole-1-carboxylate FC=1C=C(C=CC1)C=1CN(CC1)C(=O)OC(C)(C)C